FC(C(C(F)(F)C1=CC=CC2=CC=CC=C12)(F)F)CC(F)(F)F.[Na] sodium octafluoropentyl-naphthalene